(1-methyl-d3-1H-1,2,4-triazol-3-yl)chloromethane hydrochloride Cl.C(N1N=C(N=C1)CCl)([2H])([2H])[2H]